C(C)(C)(C)C1=CC=C(C=C1)C1=CC(=NO1)C1=CC=C(C=C1)NC(OC(C)(C)C)=O tert-butyl (4-(5-(4-(tert-butyl)phenyl)isoxazol-3-yl)phenyl)carbamate